COC(=O)C1=NC(=NC(=C1OC)N)C1=C(C=C(C=C1)[Si](C)(C)C)F 6-amino-2-(2-fluoro-4-(trimethylsilyl)phenyl)-5-methoxypyrimidine-4-carboxylic acid methyl ester